C(=O)(OC(C)(C)C)N[C@@H](CCCCN)C(=O)O Boclysine